3-(5-{1-methyl-4-[(pyrrolidin-1-yl)methyl]-1H-pyrrolo[2,3-b]pyridin-6-yl}-1-oxo-2,3-dihydro-1H-isoindol-2-yl)piperidine-2,6-dione formate C(=O)O.CN1C=CC=2C1=NC(=CC2CN2CCCC2)C=2C=C1CN(C(C1=CC2)=O)C2C(NC(CC2)=O)=O